ClC1=C(C=CC=C1NC=1C=NC(=CC1)C1CC1)[C@@]1(CC(N(C(N1)=N)[C@@H]1C[C@H](OCC1)C)=O)C |o1:24,26| (6S)-6-{2-Chloro-3-[(6-cyclopropylpyridin-3-yl)amino]-phenyl}-2-imino-6-methyl-3-[(2R*,4S*)-2-methyltetrahydro-pyran-4-yl]hexahydropyrimidin-4-one